1-cyclopropyl-3-ethyl-5H,7H-pyrazolo[3,4-d]pyrimidine-4,6-dione C1(CC1)N1N=C(C2=C1NC(NC2=O)=O)CC